2-methoxyeth-anamine COCCN